3,4-dihydroisoquinolin C1=NCCC2=CC=CC=C12